2-(6-chromanyl)-7-azaindole O1CCCC2=CC(=CC=C12)C=1NC2=NC=CC=C2C1